C(C(C)C)C1=CC(=C(C=N1)N1C([N-]C2=C(SC=3N=CC=C1C32)C(=O)OC)=O)C.[K+] potassium 5-(6-isobutyl-4-methylpyridin-3-yl)-2-(methoxycarbonyl)-4-oxo-4,5-dihydro-1-thia-3,5,8-triazaacenaphthylen-3-ide